C(C)(C)(C)OC(=O)N1CC(C(CC1)F)C=1C=NC(=CC1)OCC1=CC=CC=C1 3-(6-(benzyloxy)pyridin-3-yl)-4-fluoropiperidine-1-carboxylic acid tert-butyl ester